N(=[N+]=[N-])C1=C(CCC1N1C(C2=CC=CC=C2C1=O)=O)C=O 2-azido-3-(1,3-dioxoisoindolin-2-yl)cyclopent-1-ene-1-carbaldehyde